6-ethoxypyrazolo[1,5-a]Pyridine C(C)OC=1C=CC=2N(C1)N=CC2